C(C)N1CCC(CC1)NC1=C2C(=NC=3C=C(C(=CC13)OC)OCCCO)CCC2 3-({9-[(1-ethylpiperidin-4-yl)amino]-7-methoxy-1H,2H,3H-cyclopenta[b]quinolin-6-yl}oxy)propan-1-ol